COCCNC=1C=C(C(=O)OC)C=CC1[N+](=O)[O-] Methyl 3-((2-methoxyethyl)amino)4-nitrobenzoate